C1(=O)OCCC(CCCCCCCCCCCC)OC(O1)=O pentadecane-1,3-diyl dicarbonate